ClC=1C=C(N)C=CC1OC=1C=NC=CC1 3-chloro-4-(pyridin-3-yloxy)aniline